C1(CC1)CN1C(=NC2=C1C=CC=C2)C2CCN(CC2)C(=O)C2=CC=C1C(=NN(C1=C2)C)C2=C(C=CC=C2)F (4-(1-(cyclopropylmethyl)-1H-benzo[d]imidazol-2-yl)piperidin-1-yl)(3-(2-fluorophenyl)-1-methyl-1H-indazol-6-yl)methanone